2-(4-amino-phenyl)-3H-benzimidazole-5-carboxylic acid ethyl ester C(C)OC(=O)C1=CC2=C(N=C(N2)C2=CC=C(C=C2)N)C=C1